2,5-dimethylhex-2-enoic acid disulfide CC1(C(=[O+][S-])O)C(CC(C)C)S1